N-(5-(1-cyclohexylazetidine-3-carboxamido)-2-methylpyridin-3-yl)-6-(1-methyl-1H-pyrazol-4-yl)pyrazolo[1,5-a]pyrazine-3-carboxamide C1(CCCCC1)N1CC(C1)C(=O)NC=1C=C(C(=NC1)C)NC(=O)C=1C=NN2C1C=NC(=C2)C=2C=NN(C2)C